CC1=CC=C2C(NS(=O)(=O)C2=C1)=O 6-methyl-saccharin